CN(C)C1=CC=C(C=C1)CC(C)(C)P(C(C)(C)C)[Pd]C1(C(=CC=CC1)C1=CC=CC=C1)N ([4-(N,N-dimethylamino)phenyl]di-t-butylphosphino)(2-amino-1,1-biphenyl-2-yl)palladium (II)